NCC=1C=CC2=C(N(C(=N2)C)C2C(NC(CC2)=O)=O)C1 6-(aminomethyl)-N-(2,6-dioxopiperidin-3-yl)-2-methyl-1H-benzo[d]Imidazole